N-((1r,4r)-4-(2-hydroxypropan-2-yl)cyclohexyl)-5-(1H-imidazol-1-yl)-1H-pyrazolo[3,4-c]pyridine-7-carboxamide OC(C)(C)C1CCC(CC1)NC(=O)C=1N=C(C=C2C1NN=C2)N2C=NC=C2